N[C@H](C(=O)O)CC=1N=NC(=NN1)C1=CC=CC=C1 (S)-2-amino-3-(6-phenyl-1,2,4,5-tetrazin-3-yl)propanoic acid